N1(N=NN=C1)CCCCN1N=NN=C1 1,4-Di(tetrazol-1-yl)butan